ClC=1C=C(C=C(C1)Cl)C=1C(=C(N2C=CC=CC12)C1=NC=2C(=NC=C(C2)C(F)(F)F)N1C)S(=O)(=O)CC 2-(1-(3,5-Dichlorophenyl)-2-(ethylsulfonyl)indolizin-3-yl)-3-methyl-6-(trifluoromethyl)-3H-imidazo[4,5-b]pyridine